C(CCCCCCCCCC)(O)O undecane-1,1-diol